(S)-oxazolidine-4-carboxylic acid hydrochloride Cl.O1CN[C@@H](C1)C(=O)O